2,3-Dichloro-1,5-naphthyridine ClC1=NC2=CC=CN=C2C=C1Cl